CC=1C=C(/C(/N)=N/NC2=CC(=C3C(=N2)N(C=N3)CC(F)(F)F)N3CCOCC3)C=CC1 (Z)-3-methyl-N'-(7-morpholino-3-(2,2,2-trifluoroethyl)-3H-imidazo[4,5-b]pyridin-5-yl)benzohydrazonamide